CN1C(C(=C(C2=CC=C(C=C12)C1COC1)N1CCC(CC1)OC1=CC(=CC=C1)OC(F)(F)F)C#N)=O 1-methyl-7-(oxetan-3-yl)-2-oxo-4-{4-[3-(trifluoromethoxy)phenoxy]piperidin-1-yl}-1,2-dihydroquinoline-3-carbonitrile